2-(5-Bromopyrazol-1-yl)ethanol chromium-iron-zinc [Zn].[Fe].[Cr].BrC1=CC=NN1CCO